cis-N-ethyl-3-((methylsulfonyl)amino)-2-(2-phenoxybenzyl)piperidine-1-carboxamide C(C)NC(=O)N1[C@H]([C@H](CCC1)NS(=O)(=O)C)CC1=C(C=CC=C1)OC1=CC=CC=C1